CC1=NOC(=C1CN1N=CC(=C1)N1C(N(CC1=O)CC1=CC(=CC=C1)O)=O)C 3-{1-[(3,5-dimethyl-1,2-oxazol-4-yl)methyl]-1H-pyrazol-4-yl}-1-(3-hydroxybenzyl)imidazolidine-2,4-dione